FC1(CCN(CC1)C)C=1SC2=C(N1)C=C(C=C2)[C@@H]2NC[C@H](CC2)C 2-(4-Fluoro-1-methylpiperidin-4-yl)-5-((2R,5S)-5-methylpiperidin-2-yl)benzo[d]thiazole